4-(thiophen-2-yl)benzamide S1C(=CC=C1)C1=CC=C(C(=O)N)C=C1